FC(C1=NN(C=C1C(=O)NC1=C(C=CC=C1)C1=CC(=CC=C1)/C=N/OC1=CC=CC=C1)C)F (E)-3-(difluoromethyl)-1-methyl-N-(3'-((phenoxyimino)methyl)-[1,1'-biphenyl]-2-yl)-1H-pyrazole-4-carboxamide